COC=1C=C2C(=NC(=NC2=CC1OC)C)NC(C)C=1C=CC(NC1)=O 5-{1-[(6,7-dimethoxy-2-methylquinazolin-4-yl)amino]ethyl}pyridin-2(1H)-one